C(#N)C1CC2(C1)CC(N(CC2)CC2=C1C=CNC1=C(C=C2OC)C)C2=CC=C(C(=O)NC1CC3(CN(C3)C)C1)C=C2 4-(2-cyano-7-((5-methoxy-7-methyl-1H-indol-4-yl)methyl)-7-azaspiro[3.5]nonan-6-yl)-N-(2-methyl-2-azaspiro[3.3]heptan-6-yl)benzamide